1-phenyleicosane-1,3-dione C1(=CC=CC=C1)C(CC(CCCCCCCCCCCCCCCCC)=O)=O